NC=1N=NC(=CC1N1CC2CCC(C1)N2C(=O)OC(C)(C)C)Cl tert-butyl 3-(3-amino-6-chloro-pyridazin-4-yl)-3,8-diazabicyclo[3.2.1]octane-8-carboxylate